4-((4-(1H-1,2,4-triazol-1-yl)benzyl)oxy)phenol N1(N=CN=C1)C1=CC=C(COC2=CC=C(C=C2)O)C=C1